(R)-2-oxo-2-(pyrrolidin-1-yl)ethyl 2-(((benzyloxy)carbonyl)amino)-3-((tert-butoxycarbonyl)amino)propanoate C(C1=CC=CC=C1)OC(=O)N[C@@H](C(=O)OCC(N1CCCC1)=O)CNC(=O)OC(C)(C)C